FC=1C(=C(C=C(C1)C(C)C)C(C(=O)O)N1C[C@H](CC1)OCCCCCC1=NC=2NCCCC2C=C1)OC 2-(3-fluoro-5-isopropyl-2-methoxyphenyl)-2-((S)-3-((5-(5,6,7,8-tetrahydro-1,8-naphthyridin-2-yl)pentyl)oxy)pyrrolidin-1-yl)acetic acid